C(C)(C)(C)C1=NN(C(=C1)NC(=O)NC1=C(C=C(C=C1)OC1=CC=NC=2NC(C=NC21)=O)SC)C=2C=NC(=CC2)C 1-(3-(tert-butyl)-1-(6-methylpyridin-3-yl)-1H-pyrazol-5-yl)-3-(2-(methylthio)-4-((3-oxo-3,4-dihydropyrido[2,3-b]pyrazin-8-yl)oxy)phenyl)urea